CN(C)CC1=CN=C2N1C=C(C=C2)C2=C(OCCC=1C(=NN(C1C)C)C(C(C)C)O)C=C(C=C2)F 1-(4-(2-(2-(3-((dimethylamino)methyl)imidazo[1,2-a]pyridin-6-yl)-5-fluorophenoxy)ethyl)-1,5-dimethyl-1H-pyrazol-3-yl)-2-methylpropan-1-ol